ClC1=CC=C(C=C1)C=1N=CN(C1C1=CC=NC=C1)CC(=O)N(C1COC2(CN(C2)C(=O)OC(C)(C)C)C1)C tert-butyl 7-[[2-[4-(4-chlorophenyl)-5-(4-pyridyl)imidazol-1-yl]acetyl]-methyl-amino]-5-oxa-2-azaspiro[3.4]octane-2-carboxylate